CNCC[C@@H](OC1=CC=C(C=C1)C(F)(F)F)C1=CC=CC=C1 |r| (RS)-N-methyl-3-phenyl-3-[4-(trifluoromethyl)phenoxy]propan-1-amine